2-(2-Hydroxy-3-(methacryloxyaminomethyl)-5-tert.-octylphenyl)-2H-benzotriazol OC1=C(C=C(C=C1CNOC(C(=C)C)=O)C(C)(C)CC(C)(C)C)N1N=C2C(=N1)C=CC=C2